((1r,4r)-4-hydroxycyclohexyl)carbamic acid tert-butyl ester C(C)(C)(C)OC(NC1CCC(CC1)O)=O